ClC=1C=CC(=C2C3(NC(NC12)=O)CCCCC3)OC3=C(C=CC=C3C3=NOC(N3)=O)F 8'-chloro-5'-[2-fluoro-6-(5-oxo-4,5-dihydro-1,2,4-oxadiazol-3-yl)phenoxy]-1'H-spiro[cyclohexane-1,4'-quinazolin]-2'(3'H)-one